The molecule is a galactosylceramide obtained by formal condensation of the carboxy group of docosanoic acid with the amino group of beta-D-galactosyl-(1<->1')-(4E,14Z)-sphingadienine. It has a role as a marine metabolite. It derives from a docosanoic acid and a sphinga-4E,14Z-dienine. CCCCCCCCCCCCCCCCCCCCCC(=O)N[C@@H](CO[C@H]1[C@@H]([C@H]([C@H]([C@H](O1)CO)O)O)O)[C@@H](/C=C/CCCCCCCC/C=C\\CCC)O